O1C=C(C=C1)C=1C=CC(=C(C1)S(=O)(=O)N1CCOCC1)C 4-((5-(furan-3-yl)-2-methylphenyl)sulfonyl)morpholine